FS(C(C(F)(F)F)(F)F)(F)(F)(F)F pentafluoro(1,1,2,2,2-pentafluoroethyl)-λ6-sulfane